2-cyano-3-(4-((E)-2-(7-(dipropylamino)-4-methylcoumarin-3-yl)vinyl)-phenyl)acrylic acid C(#N)C(C(=O)O)=CC1=CC=C(C=C1)\C=C\C=1C(OC2=CC(=CC=C2C1C)N(CCC)CCC)=O